nonyl 8-((5-((4,4-bis(hexyloxy)butanoyl)oxy)pentyl)(2-hydroxyethyl)amino)octanoate C(CCCCC)OC(CCC(=O)OCCCCCN(CCCCCCCC(=O)OCCCCCCCCC)CCO)OCCCCCC